(2-chloro-3-(4,4,5,5-tetramethyl-1,3,2-dioxaborolan-2-yl)phenyl)((3R,9aS)-3-hydroxy-3-(6-(trifluoromethyl)pyridin-3-yl)hexahydropyrazino[2,1-c][1,4]oxazin-8(1H)-yl)methanone ClC1=C(C=CC=C1B1OC(C(O1)(C)C)(C)C)C(=O)N1C[C@H]2CO[C@@](CN2CC1)(C=1C=NC(=CC1)C(F)(F)F)O